(S)-2-amino-3-(1-(2-(methylsulfonyl)-2-oxoethyl)-1H-indol-3-yl)propionic acid N[C@H](C(=O)O)CC1=CN(C2=CC=CC=C12)CC(=O)S(=O)(=O)C